[Zn].[W] tungsten-zinc